(3-(4-(4-methoxy-6-methylpyrimidin-5-yl)benzyl)-1,2,3-oxadiazol-3-ium-5-yl)((3-(trifluoromethyl)phenyl)carbamoyl)amide COC1=NC=NC(=C1C1=CC=C(C[N+]2=NOC(=C2)[N-]C(NC2=CC(=CC=C2)C(F)(F)F)=O)C=C1)C